(R)-(2-(tert-butyl)-6-methoxyquinolin-4-yl)((1S,2S,4S,5R)-5-vinylquinolin-2-yl)methanol C(C)(C)(C)C1=NC2=CC=C(C=C2C(=C1)[C@@H](O)C1=NC2=CC=CC(=C2C=C1)C=C)OC